3-bromo-3-bromo-1-methyl-5-(tetrahydro-2H-pyran-4-yloxy)-1H-1,2,4-triazole BrC1(NN(C(=N1)OC1CCOCC1)C)Br